FC1=C(C=CC(=C1)F)C1=CC(=NO1)C(=O)NCC(C)(C=1C=NN(C1)C)C1=NC(=CC=C1)C=1C(=NOC1C)C 5-(2,4-difluorophenyl)-N-[2-[6-(3,5-dimethylisoxazol-4-yl)-2-pyridyl]-2-(1-methylpyrazol-4-yl)propyl]isoxazole-3-carboxamide